NC=1SC2=C(N1)C=CC(=C2)C=2C(=C(C=CC2C)N(C(OC(C)(C)C)=O)C)F tert-butyl (3-(2-aminobenzo[d]thiazol-6-yl)-2-fluoro-4-methylphenyl)(methyl)carbamate